C(C)(C)(C)OC(NCCCN1C(=NC=2C1=NC=C(C2)C(N)=O)NC(=O)C2=CC(=NN2CC)C)=O (3-(6-carbamoyl-2-(1-ethyl-3-methyl-1H-pyrazole-5-amido)-3H-imidazo[4,5-b]pyridin-3-yl)propyl)carbamic acid tert-butyl ester